bis(pinacol) 1,4-benzenediboronate C1(=CC=C(C=C1)B(O)O)B(O)O.OC(C)(C)C(C)(C)O.OC(C)(C)C(C)(C)O